[Si](C)(C)(C(C)(C)C)O[C@H](C(=O)O)CCN[C@@H](C)C1=C(C(=CC(=C1)F)Cl)COC1=CC=C(C=C1)OC (S)-2-{tert-butyldimethylsilyloxy}-4-((S)-1-(3-chloro-5-fluoro-2-((4-methoxyphenoxy)methyl)phenyl)ethylamino)butanoic acid